1-[2-[4-[(3S)-3-(5-fluoro-6-methylpyridin-3-yl)-1,2-oxazolidine-2-carbonyl]piperidin-1-yl]pyrimidin-4-yl]pyrrolidin-2-one FC=1C=C(C=NC1C)[C@H]1N(OCC1)C(=O)C1CCN(CC1)C1=NC=CC(=N1)N1C(CCC1)=O